FC(S(=O)(=O)[O-])(F)F.OC1=CC=C(C=C1)C[SH+]CC 4-hydroxyphenylmethylethylsulfonium trifluoromethanesulfonate